BrC=1C=CC(=NC1)C1(CC1)C#N (5-bromopyridin-2-yl)cyclopropane-1-carbonitrile